BrC1=CC2=CC=C(C=C2C=C1)OCCOCC 2-bromo-6-(2-ethoxy)ethoxynaphthalene